4-(pyrrolidin-1-yl)-1-(4-(4,4,5,5-tetramethyl-1,3,2-dioxaborolan-2-yl)phenyl)piperidine N1(CCCC1)C1CCN(CC1)C1=CC=C(C=C1)B1OC(C(O1)(C)C)(C)C